CC(C(=O)NC=1C=C(C=C(C1)NC(C(C)(C)C)=O)NC(C(C)(C)C)=O)(C)C N-[3,5-bis-(2,2-dimethyl-propionylamino)-phenyl]-2,2-dimethyl-propionamide